Cl.N=1C=NN2C1C=C(C=C2)CC2=C(C=C(C=C2)NC=2C1=C(N=CN2)C=NC(=C1)N1[C@H](CNCC1)C)C (S)-N-(4-([1,2,4]triazolo[1,5-a]pyridin-7-ylmethyl)-3-methylphenyl)-6-(2-methylpiperazin-1-yl)pyrido[3,4-d]pyrimidin-4-amine hydrochloride